ethyl 2,3-epoxyacrylate C(C1=CO1)(=O)OCC